NC1=C(C=C(C=N1)C1=CC=C(C(=O)NCCN2CCCC2)C=C1)OC(C)C1=C(C(=CC=C1)F)C(F)(F)F 4-{6-amino-5-[1-(3-fluoro-2-trifluoromethyl-phenyl)-ethoxy]-pyridin-3-yl}-N-(2-pyrrolidin-1-yl-ethyl)-benzamide